O(C)COC1=C(C2=CC=CC=C2C=C1)C1=C(C=CC2=CC=CC=C12)OCOC (S)-2,2'-bis(methoxyl-methoxy)-1,1'-binaphthyl